(2-(4'-cyano-2'-((2-methyl-6-(neopentyloxy)pyrimidin-4-yl)oxy)-[1,1'-biBenzene]-4-yl)ethyl)carbamic acid tert-butyl ester C(C)(C)(C)OC(NCCC1=CC=C(C=C1)C1=C(C=C(C=C1)C#N)OC1=NC(=NC(=C1)OCC(C)(C)C)C)=O